1-((3-hydroxyoxetan-3-yl)methyl)-N-(2-methoxyethyl)-2-((6-(trifluoromethoxy)benzo[d]oxazol-2-yl)amino)-1H-benzo[d]imidazole-5-carboxamide OC1(COC1)CN1C(=NC2=C1C=CC(=C2)C(=O)NCCOC)NC=2OC1=C(N2)C=CC(=C1)OC(F)(F)F